CN1C(C2=CC=C(C=C2C1)NC1=NC=NC(=C1)N1OCC[C@@H]1C1=CC=CC=C1)=O (R)-2-methyl-5-((6-(3-phenylisoxazolidin-2-yl)pyrimidin-4-yl)amino)isoindolin-1-one